6-(cyclopropanecarboxamido)-4-((2,5-dimethyl-4,5-dihydropyrido[3,2-e][1,2,4]triazolo[1,5-a]pyrazin-6-yl)amino)-N-(methyl-d3)pyridazine-3-carboxamide C1(CC1)C(=O)NC1=CC(=C(N=N1)C(=O)NC([2H])([2H])[2H])NC1=CC=NC2=C1N(CC=1N2N=C(N1)C)C